ClC=1C(=CC(=NC1)C)C(=O)O 5-chloro-2-methyl-pyridine-4-carboxylic acid